C(#N)C[C@H](C)OC(=O)N1CCC(CC1)OC1=CC(=C2C(=N1)C(=CS2)C(NC)=O)C(F)(F)F (S)-4-((3-(methylcarbamoyl)-7-(trifluoromethyl)thieno[3,2-b]pyridin-5-yl)oxy)piperidine-1-carboxylic acid 1-cyanoprop-2-yl ester